tri(n-propyl propionylacetate) iron [Fe+3].C(CC)C(C(=O)[O-])C(CC)=O.C(CC)C(C(=O)[O-])C(CC)=O.C(CC)C(C(=O)[O-])C(CC)=O